(S)-1-cyano-N-(4-(6-cyano-3-methoxypyridin-2-yl)thiazol-2-yl)-N-methylpyrrolidine-2-carboxamide C(#N)N1[C@@H](CCC1)C(=O)N(C)C=1SC=C(N1)C1=NC(=CC=C1OC)C#N